BrCCOCCOC1(C(N)C=CC=C1)[N+](=O)[O-] 2-(2-(2-bromoethoxy)ethoxy)-2-nitroaniline